1-[(2R)-3-methoxy-2-methyl-3-oxopropyl]-1H-imidazole COC([C@@H](CN1C=NC=C1)C)=O